4-((4-(4-((4-((3,4-dichloro-2-fluorophenyl)amino)-7-methoxyquinazolin-6-yl)oxy)piperidin-1-yl)-4-oxobutyl)amino)-2-(2,6-dioxopiperidin-3-yl)isoindoline-1,3-dione ClC=1C(=C(C=CC1Cl)NC1=NC=NC2=CC(=C(C=C12)OC1CCN(CC1)C(CCCNC1=C2C(N(C(C2=CC=C1)=O)C1C(NC(CC1)=O)=O)=O)=O)OC)F